CC=1C=C2C(=CC(=NC2=CC1)C(F)(F)F)N[C@@H]1C[C@@H](CCC1)NC(=O)C=1C=CC=C2C(C(NC12)=O)=O N-[(1R,3S)-3-{[6-methyl-2-(trifluoromethyl)quinolin-4-yl]amino}cyclohexyl]-2,3-dioxo-2,3-dihydro-1H-indole-7-carboxamide